1-(2,2-difluoroethyl)-5-(4-fluoro-2-methylphenyl)-N-[4-[(7-methoxy-1,5-naphthyridin-4-yl)oxy]phenyl]-6-methyl-4-oxopyridine-3-carboxamide FC(CN1C=C(C(C(=C1C)C1=C(C=C(C=C1)F)C)=O)C(=O)NC1=CC=C(C=C1)OC1=CC=NC2=CC(=CN=C12)OC)F